C(#N)C=1C(=C(C(=NC1)C(=O)NC=1C=C2C(=NNC2=CC1)C1=CC(=NC=C1)OCC)C)C 5-Cyano-N-(3-(2-ethoxypyridin-4-yl)-1H-indazol-5-yl)-3,4-dimethylpicolinamide